ClC=1C(=NC=CC1)Br 3-chloro-2-bromo-pyridine